FC1=CC(=C(C(=C1F)F)F)F 2,3,4,5,6-pentafluorobenzol